CC12OC=3C(C(C(=CC1)C(C)C)C2)=C(C=C(C3)CCCCC)O 2-Methyl-9-pentyl-5-(propan-2-yl)-3,6-dihydro-2h-2,6-methano-1-benzoxocin-7-ol